7-[2-[(1S,5R)-3-azabicyclo[3.1.0]hexane-1-yl]ethynyl]-N-(3,4-dichloro-2-fluoro-phenyl)-6-nitro-quinazolin-4-amine [C@@]12(CNC[C@@H]2C1)C#CC1=C(C=C2C(=NC=NC2=C1)NC1=C(C(=C(C=C1)Cl)Cl)F)[N+](=O)[O-]